(43S,3S)-3-sulfamoyl-4H-pyrazole-1-carboxamidine S(N)(=O)(=O)C1=NN(CC1)C(=N)N